ClC=1C2=CC(=CC=C2N=C2CCCCC12)OC1=CC=C(C=C1)Cl 9-chloro-7-(4-chlorophenoxy)-1,2,3,4-tetrahydroacridine